N-[(2R)-2-aminopropyl]-5,6-dimethyl-pyrido[4,3-b]carbazole-9-carboxamide N[C@@H](CNC(=O)C1=CC=2C=3C=C4C(=C(C3N(C2C=C1)C)C)C=CN=C4)C